7-bromo-1-(tetrahydro-2H-pyran-2-yl)-1H-indazole BrC=1C=CC=C2C=NN(C12)C1OCCCC1